C(C)(C)(C)OC(=O)N1C[C@H](CC1)CI tert-butyl-(3S)-3-(iodomethyl)pyrrolidine-1-carboxylate